(R)-2-decanamidopropionic acid C(CCCCCCCCC)(=O)N[C@@H](C(=O)O)C